C1(CC1)C=1C=C2C(=CC(=NC2=C(C1C=1C2=CN(N=C2C=C(C1C)F)C(C1=CC=CC=C1)(C1=CC=CC=C1)C1=CC=CC=C1)O)S(=O)(=O)CC)O[C@@H]1CN(CC1)C(=O)OC(C)(C)C tert-butyl (3S)-3-({6-cyclopropyl-2-(ethanesulfonyl)-7-[6-fluoro-5-methyl-2-(triphenylmethyl)-2H-indazol-4-yl]-8-hydroxyquinolin-4-yl}oxy)pyrrolidine-1-carboxylate